Cl.C1(=CC=CC=C1)C1=C(C(=O)NC2=CC=CC=C2)C=CC=C1 2-phenylbenzanilide monohydrochloride